di-iso-propyl iminomalonate N=C(C(=O)OC(C)C)C(=O)OC(C)C